5-[2-ethyl-6-[2-[2-(5-oxa-2,8-diazaspiro[3.5]nonan-2-yl)pyrimidin-5-yl]-3,4,6,7,9,9a-hexahydro-1H-pyrazino[1,2-a]pyrazin-8-yl]-3-pyridyl]-1,3-dimethyl-pyridin-2-one C(C)C1=NC(=CC=C1C=1C=C(C(N(C1)C)=O)C)N1CC2N(CCN(C2)C=2C=NC(=NC2)N2CC3(C2)OCCNC3)CC1